8-((cyclopropylmethyl)sulfonyl)-3-(3-(3-fluorophenyl)prop-2-yn-1-yl)-1,7-dimethyl-3,7-dihydro-1H-purine-2,6-dione C1(CC1)CS(=O)(=O)C1=NC=2N(C(N(C(C2N1C)=O)C)=O)CC#CC1=CC(=CC=C1)F